S1C(=NC=C1)CNC1=C2N=CNC2=NC=N1 6-((thiazol-2-ylmethyl)amino)-9H-purin